4-bromo-2-fluorobenzamide BrC1=CC(=C(C(=O)N)C=C1)F